NC12CC(C1)(C2)C(CC)S(=O)(=O)N (3-Aminobicyclo[1.1.1]pentan-1-yl)propane-1-sulfonamide